(dimethylamino)-2-(4-methylbenzyl)-1-(4-morpholinophenyl)-butane-1-one CN(C)C(C(=O)C1=CC=C(C=C1)N1CCOCC1)(CC)CC1=CC=C(C=C1)C